3-Bromo-1-((1-(((tert-butyldimethylsilyl)oxy)methyl)cyclopentyl)methyl)-6-chloro-1H-pyrazolo[4,3-c]pyridine BrC1=NN(C2=C1C=NC(=C2)Cl)CC2(CCCC2)CO[Si](C)(C)C(C)(C)C